(R,S)-4-((2-Methoxypyridin-4-yl)((4-oxochroman-7-yl)oxy)methyl)benzonitrile COC1=NC=CC(=C1)[C@@H](C1=CC=C(C#N)C=C1)OC1=CC=C2C(CCOC2=C1)=O